coronenecarboxaldehyde C1(=CC2=CC=C3C=CC4=CC=C5C=CC6=CC=C1C1=C6C5=C4C3=C21)C=O